1-ethoxy-1,3-dioxobutane C(C)OC(CC(C)=O)=O